Cyclopropyl-(6-(5,6-dimethoxy-1H-benzo[d]imidazol-1-yl)-2-(4-fluoro-2-methoxyphenyl)pyridin-3-yl)methanol C1(CC1)C(O)C=1C(=NC(=CC1)N1C=NC2=C1C=C(C(=C2)OC)OC)C2=C(C=C(C=C2)F)OC